6-Bromo-3-Oxo-1,3-Dihydro-2-Benzofuran-5-Carbaldehyde BrC=1C(=CC2=C(COC2=O)C1)C=O